1-((2-(2,6-Dioxopiperidin-3-yl)-1,3-dioxoisoindolin-4-yl)amino)-3,6,9,12-tetraoxapentadecane-15-oic acid O=C1NC(CCC1N1C(C2=CC=CC(=C2C1=O)NCCOCCOCCOCCOCCC(=O)O)=O)=O